4-bromo-5-isopropyl-1-{[2-(trimethylsilyl)ethoxy]methyl}-1H-pyrazole BrC=1C=NN(C1C(C)C)COCC[Si](C)(C)C